ClC1=C(C=CC(=C1)C(F)(F)F)NC(=O)[C@@H]1C[C@@H](C=2N1C=1N(C(C2N2CCNCC2)=O)N=C(N1)N1CCOCC1)C (7S,9S)-N-(2-chloro-4-(trifluoromethyl)phenyl)-7-methyl-2-morpholino-5-oxo-6-(piperazin-1-yl)-5,7,8,9-tetrahydropyrrolo[1,2-c][1,2,4]triazolo[1,5-a]pyrimidine-9-carboxamide